tert-butyl (3-(4-carbamoyl-1H-benzo[d]imidazol-2-yl)-1,2,3,4-tetrahydroisoquinolin-7-yl)carbamate C(N)(=O)C1=CC=CC=2NC(=NC21)C2NCC1=CC(=CC=C1C2)NC(OC(C)(C)C)=O